(S)-5-((1,2-bis(t-butoxycarbonyl)-1H-indol-5-yl)amino)-4-((t-butoxycarbonyl)amino)-5-oxopentanoic acid C(C)(C)(C)OC(=O)N1C(=CC2=CC(=CC=C12)NC([C@H](CCC(=O)O)NC(=O)OC(C)(C)C)=O)C(=O)OC(C)(C)C